((3S,4S)-1-cyano-4-methylpyrrolidin-3-yl)-5-phenylthiazole-2-carboxamide C(#N)N1C[C@H]([C@@H](C1)C)C=1N=C(SC1C1=CC=CC=C1)C(=O)N